(2-(((3R,5S)-1-((6-fluoro-2-methylbenzo[d]thiazol-5-yl)methyl)-5-methylpyrrolidin-3-yl)oxy)-5,7-dihydro-6H-pyrrolo[3,4-b]pyridin-6-yl)ethan-1-one FC1=CC2=C(N=C(S2)C)C=C1CN1C[C@@H](C[C@@H]1C)OC1=CC=C2C(=N1)CN(C2)C(C)=O